2-[6-[2-fluoro-4-(trifluoromethyl)benzyl]-2-azaspiro[3.3]heptane-2-carbonyl]-2,5,7-triazaspiro[3.4]octan-6-one FC1=C(CC2CC3(CN(C3)C(=O)N3CC4(C3)NC(NC4)=O)C2)C=CC(=C1)C(F)(F)F